O=C1N(CCC(N1)=O)C1=CN=C2N1C=CC(=C2)C#CCCN2CCN(CC2)C(=O)OC(C)(C)C Tert-butyl 4-(4-(3-(2,4-dioxotetrahydropyrimidin-1(2H)-yl)imidazo[1,2-a]pyridin-7-yl)but-3-yn-1-yl)piperazine-1-carboxylate